NCC1=CC(=NC=C1)C(=O)NC12CC(C1)(C2)NC(COC2=CC(=C(C=C2)Cl)Cl)=O 4-(aminomethyl)-N-{3-[2-(3,4-dichlorophenoxy)acetylamino]bicyclo[1.1.1]pentan-1-yl}pyridine-2-carboxamide